4-(cyclohexylmethyl)-3-(3,4-dihydro-2H-1,4-benzoxazin-4-ylmethyl)-4,5-dihydro-1,2,4-oxadiazol-5-one C1(CCCCC1)CN1C(=NOC1=O)CN1CCOC2=C1C=CC=C2